3-(5-cyclopropyl-2-nitrophenoxy)oxetane tert-Butyl-(3S)-3-((4-(2-(4-amino-2,3-difluoro-phenoxy)-3-pyridyl)pyrimidin-2-yl)amino)pyrrolidine-1-carboxylate C(C)(C)(C)OC(=O)N1C[C@H](CC1)NC1=NC=CC(=N1)C=1C(=NC=CC1)OC1=C(C(=C(C=C1)N)F)F.C1(CC1)C=1C=CC(=C(OC2COC2)C1)[N+](=O)[O-]